2-(5-(3,4-Dimethoxyphenethyl)-1,3,4-oxadiazol-2-yl)-2,5,7,8-tetramethyl-2,3-dihydrobenzo[b][1,4]oxathiin-6-ol COC=1C=C(CCC2=NN=C(O2)C2(CSC3=C(O2)C(=C(C(=C3C)O)C)C)C)C=CC1OC